Methanesulfonic acid 3-bromo-4-methoxy-5-nitrophenylmethyl ester BrC=1C=C(C=C(C1OC)[N+](=O)[O-])COS(=O)(=O)C